4-hydroxy-1-methyl-3-(4,4,4-trifluorobutyl)-1,3-dihydro-2H-benzo[d]imidazole-2-one OC1=CC=CC=2N(C(N(C21)CCCC(F)(F)F)=O)C